OC=1C=C(C=CC1)C(C#N)C(C)=O (3-hydroxyphenyl)-3-oxobutanenitrile